C(#N)C1(CCOCC1)C(=O)NC=1C=CC(=NC1)C=1N=NN(C1NC(O[C@H](C)C=1C(=NC=CC1)Cl)=O)C (R)-1-(2-chloropyridin-3-yl)ethyl (4-(5-(4-cyanotetrahydro-2H-pyran-4-carboxamido)pyridin-2-yl)-1-methyl-1H-1,2,3-triazol-5-yl)carbamate